[Cl-].[Cl-].[Ti+2].ClC1=C(OC2=C(C=C(C2)C(C)(C)C)C(C)(C)C)C(=CC=C1)Cl 2,6-Dichlorophenoxy(2,4-di-tert-butylcyclopentadiene) titanium dichloride